CC(C(C1C(C=C(CC1C)C)C)CC(=O)OC1C(CCCC12CC(=CCC2)C)(C)C)(C)C 4,10,10-trimethylspiro[5.5]undec-3-en-11-ol [2,2-dimethyl-1-(2,4,6-trimethylcyclohex-3-en-1-yl)propyl]acetate